titanium N-butoxide [O-]CCCC.[Ti+4].[O-]CCCC.[O-]CCCC.[O-]CCCC